ClC=1C(=NC=C(C1[C@@H](C)OC=1C=C2C(=NNC2=CC1)C1=CC2=C(OC3(CCN(CC3)CC(F)(F)F)OC2)C=C1)Cl)C 6-[5-[(1R)-1-(3,5-dichloro-2-methyl-4-pyridyl)ethoxy]-1H-indazol-3-yl]-1'-(2,2,2-trifluoroethyl)spiro[4H-1,3-benzodioxine-2,4'-piperidine]